ClC=1C(N(C(=CC1OCC1=NC=C(C=C1F)F)C)C1=CC(=NC=C1C)N1N=C(C=C1C1CC1)C(C)(C)O)=O 3-chloro-2'-[5-cyclopropyl-3-(2-hydroxypropan-2-yl)pyrazol-1-yl]-4-[(3,5-difluoropyridin-2-yl)methoxy]-5',6-dimethyl-[1,4'-bipyridin]-2-one